8-bromo-4-oxoisochroman-3-carboxylic anhydride BrC=1C=CC=C2C(C(OCC12)C(=O)OC(=O)C1OCC2=C(C=CC=C2C1=O)Br)=O